2-[acetyl-(4-methylbenzyl)amino]-6-hydroxy-1-benzothiophene-3-carboxylic acid ethyl ester C(C)OC(=O)C1=C(SC2=C1C=CC(=C2)O)N(CC2=CC=C(C=C2)C)C(C)=O